4-Acetyl-2-oxobenzo[cd]indole-1(2H)-carboxylic acid tert-butyl ester C(C)(C)(C)OC(=O)N1C(C2=C3C(C=CC=C13)=CC(=C2)C(C)=O)=O